N-(1,6-dichloro-9H-xanthen-9-yl)-2-oxo-5-propyl-6-(trifluoromethyl)-1,2-dihydropyridine-3-carboxamide ClC1=CC=CC=2OC3=CC(=CC=C3C(C12)NC(=O)C=1C(NC(=C(C1)CCC)C(F)(F)F)=O)Cl